2-(2,3-dimethoxyphenyl)pyridine COC1=C(C=CC=C1OC)C1=NC=CC=C1